(isoindolin-2-ylmethyl)-2-methyl-7-((1-(methylsulfonyl)piperidin-4-yl)methoxy)isoindolin-1-one C1N(CC2=CC=CC=C12)CC1N(C(C2=C(C=CC=C12)OCC1CCN(CC1)S(=O)(=O)C)=O)C